COC1(CCCCC1)N methoxycyclohexan-1-amine